C(C)N(CC)CC1NCCNC1 N,N-diethyl-2-piperazinylmethylamine